N-(3-{6-azaspiro[2.5]octane-6-yl}-4-{4-[2-(4,4-difluoropiperidin-1-yl)-6-Methylpyrimidin-4-yl]-5-methyl-1H-1,2,3-triazol-1-yl}phenyl)-2-hydroxyethane-1-sulfonamide C1CC12CCN(CC2)C=2C=C(C=CC2N2N=NC(=C2C)C2=NC(=NC(=C2)C)N2CCC(CC2)(F)F)NS(=O)(=O)CCO